C1(CC1)C1=CC=C(C=N1)COC1=C(C=C(C=N1)OC1=CC(=NC=C1)C(=O)NC)OCC 4-((6-((6-cyclopropylpyridin-3-yl)methoxy)-5-ethoxypyridin-3-yl)oxy)-N-methylpyridine-2-carboxamide